2-methyl-5-phenyl-pentanol 2'-deoxyadenosine-5'-triphosphate P(O)(=O)(OP(=O)(O)OP(=O)(O)O)OC[C@@H]1[C@H](C[C@@H](O1)N1C=NC=2C(N)=NC=NC12)O.CC(CO)CCCC1=CC=CC=C1